N-(5-(4-carbamoyl-3-methylphenyl)thiazolo[5,4-b]pyridin-2-yl)-4-(2-methoxy-5-(methylsulfonyl)phenyl)-6-methylnicotinamide C(N)(=O)C1=C(C=C(C=C1)C1=CC=C2C(=N1)SC(=N2)NC(C2=CN=C(C=C2C2=C(C=CC(=C2)S(=O)(=O)C)OC)C)=O)C